Methyl (5-{[6-(azetidin-1-yl)-4-fluoro-1-benzofuran-2-carbonyl]sulfamoyl}naphthalen-1-yl)carbamate N1(CCC1)C1=CC2=C(C=C(O2)C(=O)NS(=O)(=O)C2=C3C=CC=C(C3=CC=C2)NC(OC)=O)C(=C1)F